trans-4-[[6-(2-hydroxyethoxy)pyrrolo[3,2-b]pyridin-1-yl]methyl]cyclohexanecarboxylic acid OCCOC=1C=C2C(=NC1)C=CN2C[C@@H]2CC[C@H](CC2)C(=O)O